O=S1(CC2(C1)CN(C2)C(=O)C=2C=NC1=CC=C(C=C1C2N2CCC(CC2)(C#N)C2=CC=CC=C2)F)=O 1-(3-(2,2-Dioxido-2-thia-6-azaspiro[3.3]heptane-6-carbonyl)-6-fluoroquinolin-4-yl)-4-phenylpiperidine-4-carbonitrile